isooctyl propionate (Isooctylpropanoate) C(CCCCC(C)C)C(C(=O)O)C.C(CC)(=O)OCCCCCC(C)C